6-butyl-5-(2,6-dimethoxyphenyl)-3-((5-(3-fluoro-2-methylphenyl)pyridin-2-yl)sulfonyl)-4-hydroxypyridin-2(1H)-one C(CCC)C1=C(C(=C(C(N1)=O)S(=O)(=O)C1=NC=C(C=C1)C1=C(C(=CC=C1)F)C)O)C1=C(C=CC=C1OC)OC